2-(dimethylazaniumyl)acetate C[NH+](CC(=O)[O-])C